N[C@@H]1[C@@H](N(C1)C1=NC=C(C(=C1)OC1=C(C=C(C=C1)N1N=CN(C1=O)CC1=C(C=CC=C1F)F)F)F)C 2-(4-((2-((2S,3S)-3-amino-2-methylazetidin-1-yl)-5-fluoropyridin-4-yl)oxy)-3-fluorophenyl)-4-(2,6-difluorobenzyl)-2,4-dihydro-3H-1,2,4-triazol-3-one